3-(4-(2-(4-(4-(4-((1R,2S)-6-(Benzyloxy)-2-phenyl-1,2,3,4-tetrahydronaphthalen-1-yl)phenoxy)butyl)piperazin-1-yl)-2-oxoethoxy)phenyl)piperidine-2,6-dione C(C1=CC=CC=C1)OC=1C=C2CC[C@@H]([C@@H](C2=CC1)C1=CC=C(OCCCCN2CCN(CC2)C(COC2=CC=C(C=C2)C2C(NC(CC2)=O)=O)=O)C=C1)C1=CC=CC=C1